(2-bromo-3-chloropyridin-4-yl)-1-methyl-4,5,6,7-tetrahydro-1H-imidazo[4,5-c]pyridine-2-carboxamide BrC1=NC=CC(=C1Cl)C1NCCC2=C1N=C(N2C)C(=O)N